3-(benzyloxy)-1-(2-bromo-3-fluorophenyl)cyclohexane-1-carbonitrile C(C1=CC=CC=C1)OC1CC(CCC1)(C#N)C1=C(C(=CC=C1)F)Br